1-(2,4-difluorophenyl)-8-((2S,5R)-2,5-dimethylpiperazin-1-yl)-10-(trifluoromethyl)-2H-spiro[[1,4]thiazepino[2,3,4-ij]quinazoline-3,3'-oxetan]-6(4H)-one FC1=C(C=CC(=C1)F)S1CC2(COC2)CN2C(N=C(C3=CC(=CC1=C23)C(F)(F)F)N2[C@H](CN[C@@H](C2)C)C)=O